1-(4-(1-(2,6-dichlorophenyl)azetidin-3-yl)-2,6-diisopropylbenzyl)-3-methylazetidin-3-ol, formic acid salt C(=O)O.ClC1=C(C(=CC=C1)Cl)N1CC(C1)C1=CC(=C(CN2CC(C2)(O)C)C(=C1)C(C)C)C(C)C